1-Ethyl-N-(2-methoxy-5-(4-(trifluoromethyl)phenoxy)phenyl)-5-oxopyrrolidine-2-carboxamide C(C)N1C(CCC1=O)C(=O)NC1=C(C=CC(=C1)OC1=CC=C(C=C1)C(F)(F)F)OC